3,5-di-tertiary butyl-toluene C(C)(C)(C)C=1C=C(C)C=C(C1)C(C)(C)C